nickel-titanium platinum [Pt].[Ti].[Ni]